N-[(1S)-1-cyclopropyl-2,2,2-trifluoroethyl]-6-fluoro-7-(3-hydroxyazetidin-1-yl)-4-oxo-1-(2,4,6-trifluorophenyl)-1,4-dihydro-1,8-naphthyridine-3-carboxamide C1(CC1)[C@@H](C(F)(F)F)NC(=O)C1=CN(C2=NC(=C(C=C2C1=O)F)N1CC(C1)O)C1=C(C=C(C=C1F)F)F